N1N=C(C=C1)C1=NNC=2C1=NC=CC2C2=C1C(=NC=C2)NC=C1 3-(1H-pyrazol-3-yl)-7-(1H-pyrrolo[2,3-b]pyridin-4-yl)-1H-pyrazolo[4,3-b]pyridine